C(#N)C1=C(C=C(C=C1F)C(C)C)[C@H](C(=O)O)N1C[C@@H](CC1)N(CCCCCC1=NC=2NCCCC2C=C1)C (R)-2-(2-cyano-3-fluoro-5-isopropylphenyl)-2-((R)-3-(methyl-(5-(5,6,7,8-tetrahydro-1,8-naphthyridin-2-yl)pentyl)amino)pyrrolidin-1-yl)acetic acid